N-(1-CYANO-PYRROLIDIN-3-YL)-5-(3-(TRIFLUORoMETHYL)PHENYL)OXAZOL C(#N)N1CC(CC1)N1COC(=C1)C1=CC(=CC=C1)C(F)(F)F